ClC1=C(C=CC(=C1)CNC)N1N=CC(=C1)C1=NC(=NC=C1C#N)N[C@@H]1[C@@H](CN(CC1)S(=O)(=O)C(C)C)F 4-(1-(2-Chloro-4-((methylamino)methyl)phenyl)-1H-pyrazol-4-yl)-2-(((3R,4S)-3-fluoro-1-(isopropylsulfonyl)piperidin-4-yl)amino)pyrimidine-5-carbonitrile